ClC1=C(C#N)C(=CC(=C1)C1CCCCC1)C1CCCCC1 2-chloro-4,6-dicyclohexylbenzonitrile